ClC1=C(C=C(C(=C1)Cl)F)C1=C(C2=C(CCC1)C=C(C=C2)O)C2=CC=C(C=C2)O[C@@H]2CN(CC2)CCCF 6-(2,4-dichloro-5-fluoro-phenyl)-5-[4-[(3S)-1-(3-fluoropropyl)pyrrolidin-3-yl]oxyphenyl]-8,9-dihydro-7H-benzo[7]annulen-2-ol